BrC1=NN2C(N=C(C=C2NCC2(CCC(CC2)O)C2=CC=CC=C2)C(F)(F)F)=C1 4-(((2-bromo-5-(trifluoromethyl)pyrazolo[1,5-a]pyrimidin-7-yl)amino)methyl)-4-phenylcyclohexan-1-ol